C(C(=C)C)(=O)N1CCC2=CC=CC(=C12)C#N 1-methacryloyl-indoline-7-carbonitrile